C(C)O/C=C/B1OC(C(O1)(C)C)(C)C 2-[(1E)-2-ethoxyethenyl]-4,4,5,5-tetramethyl-1,3,2-dioxaborolane